2-chloro-4-fluoro-5-(5-tert-butyl-2-oxo-1,3,4-oxadiazol-3(2H)-yl)benzoic acid (1-ethoxy-1-n-propoxycarbonylmethyl) ester C(C)OC(C(=O)OCCC)OC(C1=C(C=C(C(=C1)N1C(OC(=N1)C(C)(C)C)=O)F)Cl)=O